NC1=C(C(NC2=C(C=CC=C12)C1=NC(=CC=C1F)C)=O)C(=O)NCCC 4-Amino-8-(3-fluoro-6-methyl-2-pyridyl)-2-oxo-N-propyl-1H-quinoline-3-carboxamide